(3-(2-(3-(2-bromo-6-methoxypyridin-3-yl)-4-oxo-6-(trifluoromethyl)-3,4-dihydropyrido[3,4-d]pyrimidin-1(2H)-yl)-5-fluorophenyl)propyl)-carbamic acid tert-butyl ester C(C)(C)(C)OC(NCCCC1=C(C=CC(=C1)F)N1CN(C(C2=C1C=NC(=C2)C(F)(F)F)=O)C=2C(=NC(=CC2)OC)Br)=O